C[Si](OC)(CCC)C di(methyl)n-propyl(methoxy)silane